N-(4-(naphthalen-2-yl)phenyl)dibenzo[b,d]furan-4-amine C1=C(C=CC2=CC=CC=C12)C1=CC=C(C=C1)NC1=CC=CC2=C1OC1=C2C=CC=C1